(S)-3-(4-((5-((2-(dimethylamino)-1-phenylethyl)carbamoyl)-6,6-dimethyl-1,4,5,6-tetrahydropyrrolo[3,4-c]pyrazol-3-yl)carbamoyl)benzamido)benzoic acid CN(C[C@H](C1=CC=CC=C1)NC(=O)N1C(C=2NN=C(C2C1)NC(=O)C1=CC=C(C(=O)NC=2C=C(C(=O)O)C=CC2)C=C1)(C)C)C